N1(N=CC=C1)C1=CN=CC(=N1)C=1N=NN(C1)C(C)C1=CC=C(C=N1)N1C[C@@H](CCC1)N(C(OC(C)(C)C)=O)CC1CCC1 tert-butyl ((3R)-1-(6-(1-(4-(6-(1H-pyrazol-1-yl)pyrazin-2-yl)-1H-1,2,3-triazol-1-yl)ethyl)pyridin-3-yl)piperidin-3-yl)(cyclobutylmethyl)carbamate